O1CCN(C[C@H](C1)C(=O)OC)C(=O)OC(C)(C)C |r| racemic-4-(tert-butyl) 6-methyl 1,4-oxazepane-4,6-dicarboxylate